N-(3-BOC-aminopropyl)methacrylamide tert-Butyl-4-[[2-(4-chloro-2-methoxy-6-methyl-phenyl)-1-methyl-imidazo[4,5-b]pyridin-5-yl]amino]-3,3-difluoro-pyrrolidine-1-carboxylate C(C)(C)(C)OC(=O)N1CC(C(C1)NC1=CC=C2C(=N1)N=C(N2C)C2=C(C=C(C=C2C)Cl)OC)(F)F.C(=O)(OC(C)(C)C)C(CCNC(C(=C)C)=O)N